ClC1=NC2=CC=[N+](C=C2C(=C1)OCC1=CC=C(C=C1)OC)[O-] 2-chloro-4-[(4-methoxyphenyl)methoxy]-6-oxido-1,6-naphthyridin-6-ium